(S)-1-(piperidin-4-yl)ethane-1,2-diol hydrochloride Cl.N1CCC(CC1)[C@@H](CO)O